4,4'-thiobis(2-tert-butylbenzene) S(C1=CC(=CC=C1)C(C)(C)C)C1=CC(=CC=C1)C(C)(C)C